CNCCNC(C1=CC=CC=C1)=O N-(2-methylamino-ethyl)-benzamide